4-benzyl-N-hydroxy-2-(spiro[cyclopropane-1,3'-indoline]-1'-carbonyl)-3,4-dihydro-2H-benzo[b][1,4]oxazine-7-carboxamide C(C1=CC=CC=C1)N1C2=C(OC(C1)C(=O)N1CC3(C4=CC=CC=C14)CC3)C=C(C=C2)C(=O)NO